({2-[1-(2-aminoethyl)tetrahydro-1H-pyrrol-3-yl]ethyl}amino)methane NCCN1CC(CC1)CCNC